2-((2S)-1-Acryloyl-4-(4-chloro-3-methyl-2'-((tetrahydro-1H-pyrrolizin-7a(5H)-yl)methoxy)-5',8'-dihydro-6'H-spiro[indene-1,7'-quinazolin]-4'-yl)piperazin-2-yl)acetonitrile C(C=C)(=O)N1[C@H](CN(CC1)C1=NC(=NC=2CC3(CCC12)C=C(C1=C(C=CC=C13)Cl)C)OCC13CCCN3CCC1)CC#N